2-((3-chloropropyl)mercapto)thiophene ClCCCSC=1SC=CC1